5-[4-(1-hydroxyethyl)-6-(piperazin-1-yl)-1,5-naphthyridin-2-yl]-2,7-dimethylindazol-6-ol OC(C)C1=CC(=NC2=CC=C(N=C12)N1CCNCC1)C1=CC2=CN(N=C2C(=C1O)C)C